C(C1=CC=CC=C1)OC1=CC(=CC2=C1C=C(O2)C(CBr)=O)OC 1-(4-(benzyloxy)-6-methoxybenzofuran-2-yl)-2-bromoethanone